N1C=NC(=C1)C1=CC=C(OCC=2C=CC(=NC2)S(=O)(=O)C)C=C1 5-((4-(1H-imidazol-4-yl)phenoxy)methyl)-2-(methylsulfonyl)pyridine